(2R)-2-amino-3-(4-methoxyphenyl)propionic acid N[C@@H](C(=O)O)CC1=CC=C(C=C1)OC